3-(1-cyclopropyl-1H-imidazol-4-yl)-1-(2-fluoro-4-(trifluoromethyl)phenyl)-N-methyl-1H-indole-5-sulfonamide C1(CC1)N1C=NC(=C1)C1=CN(C2=CC=C(C=C12)S(=O)(=O)NC)C1=C(C=C(C=C1)C(F)(F)F)F